ClC1=C(C(=O)NCC(N2CCC(CC2)OC2=CC(=NC=C2)C(F)(F)F)C2=C(N=CS2)C(F)F)C(=CC=C1)F 2-Chloro-N-{2-[4-(difluoromethyl)-1,3-thiazol-5-yl]-2-(4-{[2-(trifluoromethyl)pyridin-4-yl]oxy}piperidin-1-yl)ethyl}-6-fluorobenzamide